N-(4-bromo-2-(1-phenylvinyl)phenyl)-N-(but-3-en-1-yl)-4-methylbenzenesulfonamide BrC1=CC(=C(C=C1)N(S(=O)(=O)C1=CC=C(C=C1)C)CCC=C)C(=C)C1=CC=CC=C1